C(OC[C@]1(O[C@H]([C@@H]2OC(O[C@@H]21)(C)C)C2=CC=C1C(=NC=NN12)N)C#N)(OC1CCC(CC1)C)=O ((3aS,4R,6S,6aS)-6-(4-aminopyrrolo[2,1-f][1,2,4]triazin-7-yl)-4-cyano-2,2-dimethyltetrahydrofuro[3,4-d][1,3]dioxol-4-yl)methyl ((1r,4R)-4-methylcyclohexyl) carbonate